CC(C)C(=S)C(C)C 2-propylthioketone